(S)-3-amino-4-(2-naphthyl)-butyric acid N[C@H](CC(=O)O)CC1=CC2=CC=CC=C2C=C1